1-[5-(2,4-dioxo-1,3-diazin-1-yl)pyridin-2-yl]Piperidine-4-carbaldehyde O=C1N(C=CC(N1)=O)C=1C=CC(=NC1)N1CCC(CC1)C=O